tert-butyl N-(2-[[(5-[3,3-dimethyl-1-oxaspiro[4.5]decan-8-yl]-1-methyl-1H-pyrazol-4-yl) methyl] (methyl) amino] ethyl)-N-methylcarbamate CC1(COC2(C1)CCC(CC2)C2=C(C=NN2C)CN(CCN(C(OC(C)(C)C)=O)C)C)C